5-[6-[1-[2-[4-[4-[(2,6-dioxo-3-piperidyl)amino]phenyl]-1-piperidyl]acetyl]-4-piperidyl]-3-pyridyl]-3-[3-[[ethyl(methyl)sulfamoyl]amino]-2,6-difluoro-benzoyl]-1H-pyrrolo[2,3-b]pyridine O=C1NC(CCC1NC1=CC=C(C=C1)C1CCN(CC1)CC(=O)N1CCC(CC1)C1=CC=C(C=N1)C=1C=C2C(=NC1)NC=C2C(C2=C(C(=CC=C2F)NS(N(C)CC)(=O)=O)F)=O)=O